FC=1C=C(C=CC1F)CC(=O)Cl 2-(3,4-Difluorophenyl)acetyl chloride